C(C)N1CCC2=C(CC1)C=C(C(=C2)[N+](=O)[O-])NC(C)=O N-(3-ethyl-8-nitro-2,3,4,5-tetrahydro-1H-benzo[d]azepin-7-yl)acetamide